C(C)(C)NCC(C)OC=1N(N=CC1C=1C=C2C(=NN(C2=CC1)C1OCCCC1)C#C[Si](C(C)C)(C(C)C)C(C)C)C N-isopropyl-2-[2-methyl-4-[1-tetrahydropyran-2-yl-3-(2-triisopropylsilylethynyl)indazol-5-yl]pyrazol-3-yl]oxy-propan-1-amine